CN(C(CCCCCCC)CCCCCCC\C=C/CCCCCC)C (16Z)-N,N-dimethyltricosan-16-en-8-amine